FC(C1=NC=CC=C1SC=1C=2N(C(=NC1C)N1CCC3(CC1)[C@@H](C1=CC=CC=C1C3)N[S@](=O)C(C)(C)C)C=CN2)(F)F (R)-N-((S)-1'-(8-((2-(trifluoromethyl)pyridin-3-yl)thio)-7-methylimidazo[1,2-c]pyrimidin-5-yl)-1,3-dihydrospiro[indene-2,4'-piperidin]-1-yl)-2-methylpropane-2-sulfinamide